ethyl (2E)-2-(ethoxymethylene)-3-oxo-butyrate C(C)O\C=C(\C(=O)OCC)/C(C)=O